tert-butyl 4-((diethoxyphosphoryl)oxy)-3-(hydroxymethyl)-5-methylbenzoate C(C)OP(=O)(OCC)OC1=C(C=C(C(=O)OC(C)(C)C)C=C1C)CO